NC1=NN(C2=CC(=C(C(=C12)Br)Cl)C)C(=O)OC(C)(C)C tert-butyl 3-amino-4-bromo-5-chloro-6-methyl-1H-indazole-1-carboxylate